C12COCC(CC1)N2C(=O)N2CC1=C(C=C(C=C1CC2)C=2C=C1C(=NC2)NC=C1C)[C@H]1NCCC1 (3-oxa-8-azabicyclo[3.2.1]oct-8-yl)(6-(3-methyl-1H-pyrrolo[2,3-b]pyridin-5-yl)-8-((S)-pyrrolidin-2-yl)-3,4-dihydroisoquinolin-2(1H)-yl)methanone